4-fluorothiophene-2-formate FC=1C=C(SC1)C(=O)[O-]